4-((7-Chloro-2-phenylimidazo[1,2-a]pyridin-3-yl)methyl)-N,N-dimethylaniline ClC1=CC=2N(C=C1)C(=C(N2)C2=CC=CC=C2)CC2=CC=C(N(C)C)C=C2